ClC1=CC=C(C(=N1)C(=O)N)N[C@H](C)C=1C=C(C=C2C(C(=C(OC12)C12CC(C1)(C2)C(F)(F)F)C)=O)C 6-Chloro-3-[[(1R)-1-[3,6-dimethyl-4-oxo-2-[3-(trifluoromethyl)-1-bicyclo[1.1.1]pentanyl]chromen-8-yl]ethyl]-amino]pyridine-2-carboxamide